C(C1=CC=CC=C1)OC=1C(=C(C2=CC(=CC=C2C1)OCCC(C)(C)O)OC)N1S(N=CC1=O)(=O)=O [3-(benzyloxy)-7-(3-hydroxy-3-methylbutoxy)-1-methoxynaphthalen-2-yl]-1,2,5-thiadiazolin-3-one 1,1-dioxide